N-[2-(4-fluorophenyl)-6,7-dimethoxy-4-quinazolinyl]-N-(1H-indazol-5-yl)amine FC1=CC=C(C=C1)C1=NC2=CC(=C(C=C2C(=N1)NC=1C=C2C=NNC2=CC1)OC)OC